1,2,3,4-tetraphenylformyl-glucose C1(=CC=CC=C1)C(=O)C(=O)[C@](O)([C@@](O)([C@](O)([C@H](O)CO)C(=O)C1=CC=CC=C1)C(=O)C1=CC=CC=C1)C(=O)C1=CC=CC=C1